3-chloro-5-((1-((5-(1-hydroxyethyl)-6-methoxypyridazin-3-yl)methyl)-6-oxo-4-(trifluoromethyl)-1,6-dihydropyrimidin-5-yl)oxy)benzonitrile ClC=1C=C(C#N)C=C(C1)OC1=C(N=CN(C1=O)CC=1N=NC(=C(C1)C(C)O)OC)C(F)(F)F